dihydropyrimidine-2,4(1H)-dione N1C(NC(CC1)=O)=O